C1(CCCC1)C=1SC=CN1 cyclopentylthiazol